N(=[N+]=[N-])C(C1=CC=CC=C1)[NH-] α-azidobenzylamide